2-(2-((1-(cyclopropylsulfonyl)piperidin-4-yl)amino)-6-methylpyrido[3,4-d]pyrimidin-8-yl)-6-methyl-2-azaspiro[3.3]heptan-6-ol C1(CC1)S(=O)(=O)N1CCC(CC1)NC=1N=CC2=C(N1)C(=NC(=C2)C)N2CC1(C2)CC(C1)(O)C